C(C)(C)(C)C1N2C(C3=CC(=C(C=C3C1)C1=CN=C(S1)C(C)O)OC)=CC(C(=C2)C(=O)OCC)=O ethyl 6-tert-butyl-9-[2-(1-hydroxyethyl) thiazol-5-yl]-10-methoxy-2-oxo-6,7-dihydro-2H-pyrido[2,1-a]isoquinoline-3-carboxylate